(S)-1-ethyl-4-((6-(2-hydroxy-6-methyl-4-(trifluoromethyl)phenyl)-3-((-)-1-hydroxyethyl)-2H-pyrazolo[3,4-b]pyridin-2-yl)methyl)pyrrolidin-2-one C(C)N1C(C[C@@H](C1)CN1N=C2N=C(C=CC2=C1C(C)O)C1=C(C=C(C=C1C)C(F)(F)F)O)=O